ClC=1C(=NC(=NC1)NC=1C(=NC(=C(C1)C)N1CCC(CC1)N1CCN(CC1)C)OC)NC1=C(C=CC=C1)S(=O)(=O)NC 2-((5-chloro-2-((2-methoxy-5-methyl-6-(4-(4-methylpiperazin-1-yl)piperidin-1-yl)pyridine-3-yl)amino)pyrimidin-4-yl)amino)-N-methylbenzenesulfonamide